methyl 3-({4-[(4-acetamido-3-hydroxyphenyl)amino]-6-{[(methoxycarbonyl)amino]amino}-1,3,5-triazin-2-yl}sulfanyl)propanoate C(C)(=O)NC1=C(C=C(C=C1)NC1=NC(=NC(=N1)NNC(=O)OC)SCCC(=O)OC)O